3-(2-Boronoethyl)-2-hydroxy-6-[(1-L-serylazetidin-3-yl)oxy]benzoic acid B(O)(O)CCC=1C(=C(C(=O)O)C(=CC1)OC1CN(C1)C([C@@H](N)CO)=O)O